1,3,5-Cycloheptatriene C1=CC=CC=CC1